3-(2-(3-aminocyclobutyl)-1,2,3,4-tetrahydroisoquinolin-7-yl)-5-(2-fluoro-6-methylphenyl)-1H-pyrazolo[4,3-c]pyridazin-6(5H)-one hydrochloride Cl.NC1CC(C1)N1CC2=CC(=CC=C2CC1)C1=NNC=2C1=NN(C(C2)=O)C2=C(C=CC=C2C)F